O[C@H]1C[C@H](CCC1)N1C(NC=2C=C3C=NN(C3=CC21)C)=O 7-(cis-3-hydroxycyclohexyl)-1-methyl-5,7-dihydroimidazo[4,5-f]indazol-6(1H)-one